S(=O)(=O)([O-])[O-].C(C)[NH+](CC)CC.C(C)[NH+](CC)CC triethyl-ammonium sulfate salt